FC1=CC=C(C=C1)S(=O)(=O)N1CC=C(CC1)C=1C=C(C=NC1)O 5-(1-((4-fluorophenyl)sulfonyl)-1,2,5,6-tetrahydropyridin-4-yl)-3-hydroxy-pyridine